CC(CN1C(N(C(C1)=O)C1CC2(CC(C2)OC2=NC=CC=C2C(=O)N)C1)=O)C 2-{[(αR)-6-[3-(2-methylpropyl)-2,5-dioxoimidazolidin-1-yl]spiro[3.3]heptan-2-yl]oxy}pyridine-3-carboxamide